7-bromo-3-butyl-2,2-difluoro-8-methoxy-5-phenyl-2,3,4,5-tetrahydrobenzo[b][1,4]thiazepine 1,1-dioxide BrC1=CC2=C(S(C(C(CN2C2=CC=CC=C2)CCCC)(F)F)(=O)=O)C=C1OC